(5R)-3-(3,4-difluoro-2-methoxyphenyl)-4,5-dimethyl-5-(trifluoromethyl)-2,5-dihydrofuran-2-one FC=1C(=C(C=CC1F)C=1C(O[C@](C1C)(C(F)(F)F)C)=O)OC